tris(2-carbonylethyl) phosphate hydrochloride Cl.P(=O)(OCC=C=O)(OCC=C=O)OCC=C=O